isopropyl-N,2,3-trimethyl-2-isopropylbutanamide C(C)(C)C(C(C(=O)NC)(C(C)C)C)(C)C